1-Pyridin-3-yl-1H-[1,2,3]triazole-4-carboxylic acid {2-[3-(2-chloro-phenoxy)-azetidin-1-yl]-2-oxoethyl}-amide ClC1=C(OC2CN(C2)C(CNC(=O)C=2N=NN(C2)C=2C=NC=CC2)=O)C=CC=C1